C(C)(C)(C)OC(=O)N1CC2=CC=CC(=C2C[C@@H]1C=O)N1[C@H](COCC1)C.BrC=1C(=NC(=NC1)OCC1=CC=C(C=C1)Cl)OCC[Si](C)(C)C 5-bromo-2-((4-chlorobenzyl)oxy)-4-(2-(trimethylsilyl)ethoxy)pyrimidine tert-butyl-(R)-3-formyl-5-((S)-3-methylmorpholino)-3,4-dihydroisoquinoline-2(1H)-carboxylate